7-isopropyl-thioxanthone C(C)(C)C1=CC=C2SC=3C=CC=CC3C(C2=C1)=O